ClC1=CC(=C(S1)C(=O)OC)NC(C1=NC(=C(C=C1)O)C(F)(F)F)=O methyl 5-chloro-3-(5-hydroxy-6-(trifluoromethyl) picolinamido)thiophene-2-carboxylate